(acetonitrile) copper (I) triflate [O-]S(=O)(=O)C(F)(F)F.[Cu+].C(C)#N